C(C)(C)(C)S(=O)N=C1C2=CC(=CC=C2CC12CCN(CC2)C(=O)[O-])Cl 1-((tert-butylsulfinyl) imino)-6-chloro-1,3-dihydrospiro[indene-2,4'-piperidine]-1'-carboxylate